C(N)(OC=1C=C2CN(C(C2=CC1)=O)C1C(NC(CC1)=O)=O)=O (2-(2,6-dioxopiperidin-3-yl)-1-oxoisoindolin-5-yl) carbamate